trans-4-((4-(1-Cyclopropyl-1H-pyrazol-4-yl)pyridin-2-yl)((trans-4-(4-methoxy-3-methyl-phenyl)-cyclohexyl)methyl)carbamoyl)-cyclohexanecarboxylic acid C1(CC1)N1N=CC(=C1)C1=CC(=NC=C1)N(C(=O)[C@@H]1CC[C@H](CC1)C(=O)O)C[C@@H]1CC[C@H](CC1)C1=CC(=C(C=C1)OC)C